CN1C(=NC=C1NC(=O)C1[N@](C1)C(C1=CC=CC=C1)(C1=CC=CC=C1)C1=CC=CC=C1)C(=O)O (S)-1-methyl-5-(1-trityl-aziridine-2-carboxamido)-1H-imidazole-2-carboxylic acid